C1(CC1)C1=C(C=C(C(=O)O)C=C1)S(NC1=C(C=CC(=C1)C=1C=NSC1C)N1C=CC=C1)(=O)=O 4-cyclopropyl-3-(N-(5-(5-methylisothiazol-4-yl)-2-(pyrrol-1-yl)phenyl)sulfamoyl)benzoic acid